N1=CC=CC=2CC3=CC(=CC=C3OC12)C(=C(CN1CC=CC=2CC3=CC=CC=C3OC12)OC)OC 1-[3-(10H-9-oxa-1-azaanthracen-6-yl)-2,3-dimethoxyallyl]-10H-9-oxa-1-azaanthracene